CC1=NC(=CC(=N1)NC1=NN2C(C=C(C=C2)C=2N(N=CC2OC[C@]2(OCCC2)C)C)=C1)C (S)-N-(2,6-dimethylpyrimidin-4-yl)-5-[2-methyl-4-[(2-methyltetrahydrofuran-2-yl)methoxy]pyrazol-3-yl]pyrazolo[1,5-a]pyridin-2-amine